FC=1C=C(C#N)C=C(C1C(=O)N1CC2(C1)CC(C2)N(C=2C1=C(N=CN2)NC=C1)C)F 3,5-difluoro-4-(6-(methyl(7H-pyrrolo[2,3-d]pyrimidin-4-yl)amino)-2-azaspiro[3.3]heptane-2-carbonyl)benzonitrile